C(C)(C)OC1CN(C1)C(=O)NCC1=C(C=C(C=C1)C1=NC(=NC=C1)NC1=CC=C(C=C1)N1CCN(CC1)C(=O)OC(C)(C)C)C Tert-butyl 4-(4-((4-(4-((3-isopropoxyazetidine-1-carboxamido)methyl)-3-methylphenyl)pyrimidin-2-yl)amino)phenyl)piperazine-1-carboxylate